C(OCC)(O[C@@H](C)N1N=C(N=N1)COCC(C)=O)=O (S)-ethyl (1-(5-((2-oxopropoxy)methyl)-2H-tetrazol-2-yl)ethyl) carbonate